ClC1=CC(=NC(=C1C#N)C)Cl 4,6-dichloro-2-methylnicotinonitrile